CS(=O)(=O)C=1N=CC2=C(N1)N(C(C(=C2C#C[Si](C(C)C)(C(C)C)C(C)C)C)=O)CC2=CC=NC=C2 2-Methanesulfonyl-6-methyl-8-(pyridin-4-ylmethyl)-5-[2-(triisopropylsilyl)ethynyl]pyrido[2,3-d]pyrimidin-7-one